ClC1=C(CNC2=CC=C3C(=N2)CN(C3=O)CCNC(C)=O)C=CC(=C1)F N-(2-(2-((2-chloro-4-fluorobenzyl)amino)-5-oxo-5,7-dihydro-6H-pyrrolo[3,4-b]pyridin-6-yl)ethyl)acetamide